methanesulfonic acid 2-(5-amino-8-(furan-2-yl)-2-oxothiazolo[5,4-e][1,2,4]triazolo[1,5-c]pyrimidin-3(2H)-yl)-ethyl ester NC1=NC2=C(C=3N1N=C(N3)C=3OC=CC3)SC(N2CCOS(=O)(=O)C)=O